isobutyl 2-({[3-chloro-1-(2,6-difluorophenyl)-6-methyl-2-oxo-1,2-dihydropyridin-4-yl] oxy} methyl)-5-fluorobenzylcarbamate ClC=1C(N(C(=CC1OCC1=C(CNC(OCC(C)C)=O)C=C(C=C1)F)C)C1=C(C=CC=C1F)F)=O